C(C)(C)(C)OC(=O)N1C[C@@H](N(CC1)C=1C=NC(=CC1)NC=1C(=NC=C(C1)Br)OC)C.OC=1C=C2C=3C=C(C(=CC3C=C(C2=CC1)C(=O)NCCC=1SC=CC1)OC)OC 6-hydroxy-2,3-dimethoxy-N-(2-(thiophen-2-yl)ethyl)phenanthrene-9-carboxamide tert-butyl-(3S)-4-{6-[(5-bromo-2-methoxypyridin-3-yl)amino]pyridin-3-yl}-3-methylpiperazine-1-carboxylate